C6-chloro-3-methyl-1-(oxetan-3-yl)-1H-pyrrolo[2,3-b]pyridine-4-carboxylic acid methyl ester COC(=O)C=1C2=C(N=C(C1)Cl)N(C=C2C)C2COC2